IC=1N=C(N2N=C(C=C(C21)C2(CC2)S(=O)(=O)C)N2C[C@H]1CC[C@@H](C2)O1)I (1R,5S)-3-(5,7-diiodo-4-(1-(methylsulfonyl)cyclopropyl)imidazo[1,5-b]pyridazin-2-yl)-8-oxa-3-azabicyclo[3.2.1]octane